3-((4-((R)-4-(4-chloro-3-methylphenyl)-3,3-difluoropiperidin-1-yl)-5-fluoro-2-methoxyphenyl)amino)piperidine-2,6-dione ClC1=C(C=C(C=C1)[C@@H]1C(CN(CC1)C1=CC(=C(C=C1F)NC1C(NC(CC1)=O)=O)OC)(F)F)C